C(N)(=O)C=1C=C(C=CC1)NC(=O)[C@@H]1O[C@]([C@@H]([C@@H]1C1=C(C(=C(C=C1)F)F)OC(F)F)C)(C(F)(F)F)C (2R,3R,4R,5R)-N-(3-carbamoylphenyl)-3-[2-(difluoromethoxy)-3,4-difluoro-phenyl]-4,5-dimethyl-5-(trifluoromethyl)tetrahydrofuran-2-carboxamide